(1s,3s)-3-(7-methyl-1H-indazol-1-yl)cyclobutyl ((2-(2,6-dioxopiperidin-3-yl)-4-fluoro-3-oxoisoindolin-5-yl)methyl)carbamate O=C1NC(CC[C@@H]1N1CC2=CC=C(C(=C2C1=O)F)CNC(OC1CC(C1)N1N=CC2=CC=CC(=C12)C)=O)=O